C(#N)C1=C(OCC2CCN(CC2)C(=O)OC(C)(C)C)C=CC(=C1)C(=O)OC tert-butyl 4-((2-cyano-4-(methoxycarbonyl)phenoxy)methyl)piperidine-1-carboxylate